FC1(CC(C1)NC1=NC(=NC(=N1)NC1=CC(=NC=C1)C(F)(F)F)C1=NC(=CN=C1)C(F)(F)F)F N2-(3,3-difluorocyclobutyl)-6-(6-(trifluoromethyl)pyrazin-2-yl)-N4-(2-(trifluoromethyl)pyridin-4-yl)-1,3,5-triazine-2,4-diamine